3-(trimethylsilyl)benzoyl chloride C[Si](C=1C=C(C(=O)Cl)C=CC1)(C)C